(S)-10-((5-Chloro-2-(4-fluoropiperidin-1-yl)pyrimidin-4-yl)amino)-2-cyclopropyl-3,3-difluoro-7-methyl-1,2,3,4-tetrahydro-[1,4]oxazepino[2,3-c]chinolin-6(7H)-on ClC=1C(=NC(=NC1)N1CCC(CC1)F)NC1=CC=2C3=C(C(N(C2C=C1)C)=O)OCC([C@@H](N3)C3CC3)(F)F